1-(4,4-difluoropiperidin-1-yl)-pyrrole FC1(CCN(CC1)N1C=CC=C1)F